COC1=NC=CC=C1OB(O)O (2-methoxy-3-pyridyl)boric acid